Br.C1(=C(C(=CC(=C1)C)C)NCCN)C N-mesitylethane-1,2-diamine-HBr salt